COC1=C(CN2CC(C(CC2)N2CCNCC2)(F)F)C(=CC(=C1)C1=CN(C(C(=C1C)C)=O)C)OC 4-(1-(2,6-dimethoxy-4-(1,4,5-trimethyl-6-oxo-1,6-dihydropyridin-3-yl)benzyl)-3,3-difluoropiperidin-4-yl)piperazin